tert-butyl (3S,5S)-3-[[4-[4-[[4-[[(trans)-2-aminocyclohexyl]amino]-1-naphthyl]oxy]-2-methyl-thiazol-5-yl]pyrimidin-2-yl]amino]-5-fluoro-piperidine-1-carboxylate N[C@H]1[C@@H](CCCC1)NC1=CC=C(C2=CC=CC=C12)OC=1N=C(SC1C1=NC(=NC=C1)N[C@@H]1CN(C[C@H](C1)F)C(=O)OC(C)(C)C)C